4,8-dimethylnon-3,7-dien-1-ol acetate C(C)(=O)OCCC=C(CCC=C(C)C)C